tert-butyl (2R,4S)-4-((tert-butyldiphenylsilyl)oxy)-2-formylpyrrolidine-1-carboxylate [Si](C1=CC=CC=C1)(C1=CC=CC=C1)(C(C)(C)C)O[C@H]1C[C@@H](N(C1)C(=O)OC(C)(C)C)C=O